methyl 4-(4-(3,3,3-trifluoroprop-1-en-2-yl)phenyl)pyrrolo[1,2-a]quinoxaline-7-carboxylate FC(C(=C)C1=CC=C(C=C1)C=1C=2N(C3=CC=C(C=C3N1)C(=O)OC)C=CC2)(F)F